FC1=CC=C(OCCC(CN2C=NC=C2)C2=CC(=CC=C2)OC)C=C1 1-(4-(4-fluorophenoxy)-2-(3-methoxyphenyl)butyl)-1H-imidazole